ClC1=C(C=C(OCC(=O)NC23CC(C2)(C3)C=3N=NN(C3)[C@@H]3C[C@H](C3)C#N)C=C1)F 2-(4-Chloro-3-fluorophenoxy)-N-(3-(1-((trans)-3-cyanocyclobutyl)-1H-1,2,3-triazol-4-yl)bicyclo[1.1.1]pent-1-yl)acetamide